2,5-dichloro-4-(4-methyl-[1,1'-biphenyl]-3-yl)pyrimidine ClC1=NC=C(C(=N1)C=1C=C(C=CC1C)C1=CC=CC=C1)Cl